C(C)N(C1=C(C=C(NC2=NC=3N(C(=N2)C2=CN(C4=CC=CC=C24)C)N=CC3)C=C1)[N+](=O)[O-])CC 2-(4-diethylamino-3-nitroanilino)-4-(1-methylindol-3-yl)pyrazolo[1,5-a][1,3,5]Triazine